(S)-2,4-dichloro-6-phenyl-5,6,7,8-tetrahydroquinazoline ClC1=NC=2CC[C@@H](CC2C(=N1)Cl)C1=CC=CC=C1